(5aR,5bS,7aS,8S,10aS,10bR)-2-(benzylamino)-5a,7a-dimethyl-5,5a,5b,6,7,7a,8,9,10,10a,10b,11-dodecahydro-4H-cyclopenta[7,8]phenanthro[2,1-d]thiazol-8-yl pentanoate C(CCCC)(=O)O[C@H]1CC[C@@H]2[C@@]1(CC[C@@H]1[C@]3(CCC=4N=C(SC4C3=CC[C@@H]21)NCC2=CC=CC=C2)C)C